NC1=NC=CC=C1C1=NC=2C(=NC(=CC2)C(F)F)N1C1=CC=C(C=C1)CNC(CC1=CC(=C(C=C1)C=O)O)=O N-({4-[2-(2-aminopyridin-3-yl)-5-(difluoromethyl)imidazo[4,5-b]pyridin-3-yl]phenyl}methyl)-2-(4-formyl-3-hydroxyphenyl)acetamide